lead cis-butanedioate C(CCC(=O)[O-])(=O)[O-].[Pb+2]